COCCN1CCN(CC1)[C@@H](C(=O)NC=1C=CC=C2C(=CNC12)C1=NC(=NC=C1C)NC=1C(=NN(C1)C)OC)C (2R)-2-[4-(2-methoxyethyl)piperazin-1-yl]-N-(3-{2-[(3-methoxy-1-methyl-1H-pyrazol-4-yl)amino]-5-methylpyrimidin-4-yl}-1H-indol-7-yl)propanamide